N1=C(C=NC=C1)[C@@H]1CCC2OC3(C(N21)=O)CC(C3)OCC=3C=CC=2N(C3)C=C(N2)C(F)(F)F (5'S)-5'-(pyrazin-2-yl)-3-{[2-(trifluoromethyl)imidazo[1,2-a]pyridin-6-yl]methoxy}tetrahydro-3'H-spiro[cyclobutane-1,2'-pyrrolo[2,1-b][1,3]oxazol]-3'-one